vinyl-3,6-dioxepinyl ether C(=C)OC=1COC=COC1